BrC=1C=CC=2N(C3=CC=C(C=C3OC2C1)Br)CCCCCBr 3,7-dibromo-10-(5-bromopentyl)-10H-phenoxazine